ClC=1C=C(C(=O)N[C@@H](C)C=2N(N=CN2)C2=NN(C(C=C2)=O)C)C=C(C1)C(F)(F)F 3-chloro-N-[(1S)-1-[2-(1-methyl-6-oxo-pyridazin-3-yl)-1,2,4-triazol-3-yl]ethyl]-5-(trifluoromethyl)benzamide